C(#N)C(=C(OC)C1=CC=C(C=C1)CNC(C1=C(C=CC(=C1)F)OC)=O)C#N N-[[4-(2,2-Dicyano-1-methoxy-vinyl)phenyl]methyl]-5-fluoro-2-methoxy-benzamide